C(CCC)C1=NC2=C(N1CCCC1=CC=CC=C1)C=C(C=C2)OC 2-butyl-6-methoxy-1-(3-phenylpropyl)-1H-benzo[d]imidazole